(1R,4S)-bicyclo[2.2.2]octane C12CCC(CC1)CC2